1-(Cyclopropylamino)-4-(2-fluoropyridin-4-yl)-6-(trifluoromethyl)-3H-pyrido[1,2-c]pyrimidine C1(CC1)NC1=NCC(=C2N1C=CC(=C2)C(F)(F)F)C2=CC(=NC=C2)F